ClC1=C(C=CC=C1)CCN(CC(=O)O)C(=O)OCC1C2=CC=CC=C2C=2C=CC=CC12 2-{[2-(2-chlorophenyl)ethyl]({[(9H-fluoren-9-yl)methoxy]carbonyl})amino}acetic acid